N-({2-chloro-6-[3-(difluoromethyl)-1,2,4-triazol-1-yl]-3-methoxyphenyl}methyl)-3-(methoxymethyl)-1-[(2-methyl-3,4-dihydro-1H-isoquinolin-7-yl)methyl]pyrazole-4-carboxamide ClC1=C(C(=CC=C1OC)N1N=C(N=C1)C(F)F)CNC(=O)C=1C(=NN(C1)CC1=CC=C2CCN(CC2=C1)C)COC